dimethyl-silicon trifluoroacetate FC(C(=O)[O-])(F)F.C[Si+2]C.FC(C(=O)[O-])(F)F